2-[(1S)-1-(3-ethoxy-4-methoxy-phenyl)-2-methylsulfonyl-ethyl]-4-[[1-(4-piperidylmethyl)-4-piperidyl]amino]isoindoline-1,3-dione C(C)OC=1C=C(C=CC1OC)[C@@H](CS(=O)(=O)C)N1C(C2=CC=CC(=C2C1=O)NC1CCN(CC1)CC1CCNCC1)=O